1,2-bis[3-(3,5-di-tert-butyl-4-hydroxyphenyl)propionyl]hydrazine C(C)(C)(C)C=1C=C(C=C(C1O)C(C)(C)C)CCC(=O)NNC(CCC1=CC(=C(C(=C1)C(C)(C)C)O)C(C)(C)C)=O